FC(C1=NN(C=C1C1=NN=C(O1)SCC(=O)N1CCN(CC1)S(=O)(=O)C1=C(C=C(C=C1C(C)C)C(C)C)C(C)C)C)F 2-((5-(3-(difluoromethyl)-1-methyl-1H-pyrazol-4-yl)-1,3,4-oxadiazol-2-yl)thio)-1-(4-((2,4,6-triisopropylphenyl)sulfonyl)piperazin-1-yl)ethan-1-one